CC(=CCC=1C(=C2CNC(C2=CC1OC)=O)O)CCC=C(C)C 5-(3,7-dimethylocta-2,6-dienyl)-4-hydroxy-6-methoxy-2,3-dihydroisoindol-1-one